ClC1=C(C=C(C(=C1)Cl)OC)NC1=C(C=NC2=CC(=C(C=C12)OC)OCC=1C(=C2C(N(C(C2=CC1)=O)C1C(NC(CC1)=O)=O)=O)F)C#N 4-((2,4-dichloro-5-methoxyphenyl)amino)-7-((2-(2,6-dioxopiperidin-3-yl)-4-fluoro-1,3-dioxoisoindoline-5-yl)methoxy)-6-methoxyquinoline-3-carbonitrile